(R)-5-ethyl-1-(3-(3-ethyl-4-phenylpiperazine-1-carbonyl)-4-fluorobenzyl)pyrimidine-2,4(1H,3H)-dione C(C)C=1C(NC(N(C1)CC1=CC(=C(C=C1)F)C(=O)N1C[C@H](N(CC1)C1=CC=CC=C1)CC)=O)=O